6-[2-[2-(tert-butoxycarbonylamino)ethoxy]ethoxy]hexanoic acid C(C)(C)(C)OC(=O)NCCOCCOCCCCCC(=O)O